2-(1-(4-(2,6-Dioxopiperidin-3-yl)phenyl)piperidin-4-yl)acetic acid tert-butyl ester C(C)(C)(C)OC(CC1CCN(CC1)C1=CC=C(C=C1)C1C(NC(CC1)=O)=O)=O